2,3,5,6-pyrazinetetra-carbonitrile N1=C(C(=NC(=C1C#N)C#N)C#N)C#N